4-amino-3-bromopyridine NC1=C(C=NC=C1)Br